4-[(1s,4r)-4-[1-(2,6-dioxopiperidin-3-yl)-3-methyl-2-oxo-1,3-benzodiazol-5-yl]cyclohexyl]-butanoic acid O=C1NC(CCC1N1C(N(C2=C1C=CC(=C2)C2CCC(CC2)CCCC(=O)O)C)=O)=O